1,3-bis(aminoethyl)cyclohexane NCCC1CC(CCC1)CCN